(4-(6-((4-cyano-2-fluorobenzyl)oxy)pyridin-2-yl)-2-fluorobenzyl)-1-(2-Methoxy-3-(methylamino)-3-oxopropyl)-1H-benzo[d]Imidazole-6-carboxylic acid C(#N)C1=CC(=C(COC2=CC=CC(=N2)C2=CC(=C(CC3=NC4=C(N3CC(C(=O)NC)OC)C=C(C=C4)C(=O)O)C=C2)F)C=C1)F